2-methyl-octahydropyrrolo[3,4-c]pyrrole CN1CC2CNCC2C1